[Si](C)(C)(C(C)(C)C)OC(C[C@H](C1=C(C=CC=C1F)F)N1C[C@@H](N([C@@H](C1)C)C(C(C)C)=O)C(=O)O)(C)C (2R,6R)-4-((R)-3-((tert-butyldimethylsilyl)oxy)-1-(2,6-difluorophenyl)-3-methylbutyl)-1-isobutyryl-6-methylpiperazine-2-carboxylic acid